C(C)S(=O)(=O)C1=CC=C(C=C1)CC(=O)NC1=CC2=C(N=C(S2)CC2=CC=C(C=C2)C(F)(F)F)C=C1 2-(4-(ethylsulfonyl)phenyl)-N-(2-(4-(trifluoromethyl)benzyl)benzo[d]thiazol-6-yl)acetamide